C(C)OC(=O)C1=C(SC=2COCCC21)N 2-amino-5,7-dihydro-4H-thieno[2,3-c]pyran-3-carboxylic acid ethyl ester